N-(2,2'-dichloro-3'-(3-chloropropoxy)-[1,1'-biphenyl]-3-yl)-6-(dimethoxymethyl)benzo[d]isothiazol-3-amine ClC1=C(C=CC=C1NC1=NSC2=C1C=CC(=C2)C(OC)OC)C2=C(C(=CC=C2)OCCCCl)Cl